methyl (1R,2S,3S)-3-[(4-chlorophenyl)methyl]-2-hydroxy-1-methyl-2-(1H-1,2,4-triazol-1-ylmethyl)cyclopentane-1-carboxylate ClC1=CC=C(C=C1)C[C@H]1[C@]([C@@](CC1)(C(=O)OC)C)(CN1N=CN=C1)O